ClC(SN(C1=CC=CC=C1)S(=O)(=O)N(C)C)(F)Cl 1,1-dichloro-N-((dimethyl-amino)-sulfonyl)-1-fluoro-N-phenylmethanesulfenamide